COC(=O)C1=CC2=C(N=C(N2CC2(CC2)C#N)CN2CCC=3C=C(C(=NC3C2)O)Cl)C=C1.C(C=C)(=O)N1CCC1 1-acryloyl-azetidin methyl-2-[(3-chloro-2-hydroxy-6,8-dihydro-5H-1,7-naphthyridin-7-yl)methyl]-3-[(1-cyanocyclopropyl)methyl]-1,3-benzodiazole-5-carboxylate